C[Si](CCOCOCC=1N=C(SC1)C1=CC=CC(=N1)C(C)(C)O)(C)C 2-(6-(4-(((2-(trimethylsilyl)ethoxy)methoxy)methyl)thiazol-2-yl)pyridin-2-yl)Propan-2-ol